O=C(CC(=O)O)NC1=CC(=CC=C1)C(F)(F)F 3-oxo-3-((3-(trifluoromethyl)phenyl)amino)propionic acid